CS(=O)(=O)C(C)(C)C1=CC=C(C=N1)NC=1N=CC2=C(N1)CNCC2 6-(2-methanesulfonylpropan-2-yl)-N-{5H,6H,7H,8H-pyrido[3,4-d]pyrimidin-2-yl}pyridin-3-amine